CS(=O)(=O)NC=1C=C(C=CC1)NC(C1=C(N=CC=C1)OC1CSCC1)=O N-(3-(methylsulfonamido)phenyl)-2-((tetrahydrothiophen-3-yl)oxy)nicotinamide